BrC1=NN(C(=C1[N+](=O)[O-])C(=O)OC)CCNC(=O)OC(C)(C)C methyl 3-bromo-1-(2-((tert-butoxycarbonyl) amino) ethyl)-4-nitro-1H-pyrazole-5-carboxylate